(9S)-4-amino-9-ethyl-9-hydroxy-1,2,3,9,10,12,13,15-octahydrocyclohexa[1,2,3-de]pyrano[3',4':6,7]indolizino[1,2-b]quinoline-10,13-dione NC1=C2C=3C(=C4C(=NC3C=C1)C1=CC3=C(C(N1C4)=O)COC([C@]3(O)CC)=O)CCC2